styrene-7,8-oxide C1C(O1)C2=CC=CC=C2